(S)-4-(5-bromopyrazin-2-yl)-2-ethylpiperazine-1-carboxylic acid tert-butyl ester C(C)(C)(C)OC(=O)N1[C@H](CN(CC1)C1=NC=C(N=C1)Br)CC